CC1=NC2=CC=C(C=C2C(N1CC1=CC(=CC=C1)OC1CN(C1)C)=O)C=1C=NNC1 2-Methyl-3-(3-((1-methylazetidin-3-yl)oxy)benzyl)-6-(1H-pyrazol-4-yl)quinazolin-4(3H)-one